2,2-difluoro-3α,7α-dihydroxy-5β-cholanic acid FC1([C@H](C[C@H]2C[C@H]([C@H]3[C@@H]4CC[C@H]([C@@H](CCC(=O)O)C)[C@]4(CC[C@@H]3[C@]2(C1)C)C)O)O)F